C(O[C@H]1CC[C@@]2([C@H]3CC[C@@]4([C@H](CC[C@@]4([C@@H]3CC[C@@]2(C1)O)O)C=1C=CC(OC1)=O)C)C)(OCCN1CC(NCC1)=O)=O (3S,5S,8R,9S,10R,13R,14S,17R)-5,14-dihydroxy-10,13-dimethyl-17-(2-oxo-2H-pyran-5-yl)hexadecahydro-1H-cyclopenta[a]phenanthren-3-yl (2-(3-oxopiperazin-1-yl)ethyl) carbonate